COC[C@@H]1N(CCC1)C=1OC2=C(N1)C=CC(=C2)N2C=C(C(C=C2C2=CC=C(C=C2)N2C[C@@H](CC2)OC)=O)C(=O)O 1-(2-((R)-2-(methoxymethyl)pyrrolidin-1-yl)benzo[d]oxazol-6-yl)-6-(4-((R)-3-methoxypyrrolidin-1-yl)phenyl)-4-oxo-1,4-dihydropyridine-3-carboxylic acid